benzoquinone triphenyl-phosphate C1(=CC=CC=C1)OP(=O)(OC1=CC=CC=C1)OC1=CC=CC=C1.C1(C=CC(C=C1)=O)=O